(5aR,5bS,7aS,10aS,10bR)-2-((2,4-difluorophenyl)amino)-5a,7a-dimethyl-4,5,5a,5b,6,7,7a,9,10,10a,10b,11,12,12a-tetradecahydro-8H-cyclopenta[7,8]phenanthro[2,1-d]thiazol-8-one FC1=C(C=CC(=C1)F)NC=1SC2=C(N1)CC[C@@]1([C@H]3CC[C@]4([C@H]([C@@H]3CCC12)CCC4=O)C)C